FC(C=1OC(=NN1)C=1C=NC(=NC1)COC1=CC=C(C=C1)F)F 2-(Difluoromethyl)-5-(2-((4-fluorophenoxy)methyl)pyrimidin-5-yl)-1,3,4-oxadiazole